2,5-dimethyl-2,5-bis(octanoyl-peroxy)hexane CC(C)(CCC(C)(OOC(CCCCCCC)=O)C)OOC(CCCCCCC)=O